Racemic-2-[(1-acryloylpiperidin-4-yl)oxy]-N-cyclopentyl-5H-pyrrolo[2,3-b]pyrazine-7-carboxamide C(C=C)(=O)N1CCC(CC1)OC=1N=C2C(=NC1)NC=C2C(=O)NC2CCCC2